C(#N)C1=CC(=C(C=C1)NS(=O)(=O)C1=CNC(=C1)C1=C(C=CC=C1C)F)F N-(4-cyano-2-fluoro-phenyl)-5-(2-fluoro-6-methyl-phenyl)-1H-pyrrole-3-sulfonamide